1-(5-(6-chloro-3-(1H-imidazol-1-yl)-5-methoxy-1-methyl-1H-pyrrolo[3,2-b]pyridin-2-yl)-4H-1,2,4-triazol-3-yl)-2-methoxy-ethan-1-ol ClC=1C=C2C(=NC1OC)C(=C(N2C)C=2NC(=NN2)C(COC)O)N2C=NC=C2